isopropyl 2-(2-ethoxy-2-oxoethyl)-5,6,8,9-tetrahydroimidazo[4',5':4,5]benzo[1,2-d]azepin-7(1H)-carboxylate C(C)OC(CC=1NC=2C(=CC3=C(CCN(CC3)C(=O)OC(C)C)C2)N1)=O